2,4,6-tris(difluoromethyl)-s-triazine FC(C1=NC(=NC(=N1)C(F)F)C(F)F)F